C(#N)C1=C(SC2=C1C(=NC=C2F)C=2C1=C(C=3C=NC(=NC3C2F)N2C[C@H](CC2)N2[C@H](CN([C@@H](C2)C)C)C)COC1)NC(OC(C)(C)C)=O tert-Butyl (3-cyano-7-fluoro-4-(5-fluoro-3-((S)-3-((2S,R)-2,4,5-trimethylpiperazin-1-yl)pyrrolidin-1-yl)-7,9-dihydrofuro[3,4-f]quinazolin-6-yl)thieno[3,2-c]pyridin-2-yl)carbamate